N1(CCC[C@H]2CCCC[C@H]12)C([C@@H](CO)N(CC1=C(C=C(C=C1)OC)F)C1CC1)=O (2R)-1-[(4aR,8aS)-decahydroquinolin-1-yl]-2-{cyclopropyl[(2-fluoro-4-methoxyphenyl)methyl]amino}-3-hydroxypropan-1-one